C(C)C(CCC(CC)C)NC1=CC=C(C=C1)NC(CCC(CC)C)CC bis(1-ethyl-4-methyl-hexyl)-p-phenylenediamine